ClC1=C(C(=C(C=C1)C1=C(C=CC(=N1)C(=O)[O-])F)F)OC 6-(4-chloro-2-fluoro-3-methoxyphenyl)-5-fluoro-2-pyridinecarboxylate